CN(C1=CC=C(C=C1)C=1C=C(C(NN1)=O)C(=O)N[C@H](CO)C)C 6-[4-(dimethylamino)phenyl]-N-[(2S)-1-hydroxypropan-2-yl]-3-oxo-2,3-dihydropyridazine-4-carboxamide